beta-Hydroxycholesterol C[C@H](CCCC(C)C)[C@H]1CC[C@@H]2[C@@]1(CC[C@H]3[C@H]2CC=C4[C@@]3(CC([C@H](C4)O)O)C)C